COC=1C=C(C2=CC=CC=C2C1)C=COC 3-methoxy-1-(2-methoxyvinyl)naphthalene